4-cyclopropoxy-N-(2,6-dichlorophenyl)-2-(methylsulfanyl)pyrimidine-5-carboxamide C1(CC1)OC1=NC(=NC=C1C(=O)NC1=C(C=CC=C1Cl)Cl)SC